3-((4-chloro-2-hydroxybenzylidene)amino)-coumarin ClC1=CC(=C(C=NC=2C(OC3=CC=CC=C3C2)=O)C=C1)O